Cl.COC1=C(C=C2CN(C(C2=C1)=O)C1C(NC(CC1)=O)=O)N1CCNCC1 3-(6-methoxy-1-oxo-5-(piperazin-1-yl)isoindolin-2-yl)piperidine-2,6-dione hydrochloride